N-((3R)-8-(2-chloro-5-fluorophenoxy)-1,7-dimethyl-2-oxo-1,2,3,4-tetrahydroquinolin-3-yl)-3,3,3-trifluoropropanamide ClC1=C(OC=2C(=CC=C3C[C@H](C(N(C23)C)=O)NC(CC(F)(F)F)=O)C)C=C(C=C1)F